BrC=1C=CC2=C(C1)C1=C(C=NC=C1Cl)O2 6-bromo-4-chlorobenzofuro[2,3-c]pyridine